benzyl 2-(cyanomethyl)-4-(2-(((S)-1-methylpyrrolidin-2-yl)methoxy)-7-(3-(trifluoromethyl)pyridin-4-yl)-5,6,7,8-tetrahydropyrido[3,4-d]pyrimidin-4-yl)piperazine-1-carboxylate C(#N)CC1N(CCN(C1)C=1C2=C(N=C(N1)OC[C@H]1N(CCC1)C)CN(CC2)C2=C(C=NC=C2)C(F)(F)F)C(=O)OCC2=CC=CC=C2